C1(CC1)C=1N=C(C(=NC1)C#N)NC1CC(OC(C1)(C)C)(C)C 5-cyclopropyl-3-[(2,2,6,6-tetramethyloxan-4-yl)amino]pyrazine-2-carbonitrile